methyl 3-(difluoromethoxy)-4-hydroxy-5-nitrobenzoate FC(OC=1C=C(C(=O)OC)C=C(C1O)[N+](=O)[O-])F